(S)-6-(2-(methoxymethyl)morpholino)quinoline-4-carboxylic acid tert-butyl ester C(C)(C)(C)OC(=O)C1=CC=NC2=CC=C(C=C12)N1C[C@H](OCC1)COC